bis-benzoxazolyl-phenyl-ethylhexyl-iminotriazine O1C(=NC2=C1C=CC=C2)C(CCCCC)(C=2C(NN=NC2CC)=NC2=CC=CC=C2)C=2OC1=C(N2)C=CC=C1